lithium(1+) 2-[3-(4-fluorophenyl)-1-methyl-4-(pyridin-4-yl)-1H-pyrazol-5-yl]acetate FC1=CC=C(C=C1)C1=NN(C(=C1C1=CC=NC=C1)CC(=O)[O-])C.[Li+]